FC1=C(C=CC(=C1)F)C1=CC=C2C(C(COC2=C1)(C)C)NC(O[C@@H]1CN2CCC1CC2)=O (S)-quinuclidin-3-yl (7-(2,4-difluorophenyl)-3,3-dimethylchroman-4-yl)carbamate